2-bromo-6-chloro-3-(ethylthio)pyridine tert-Butyl-(2-((5-bromo-3-nitropyridin-2-yl)oxy)ethyl)(ethyl)carbamate C(C)(C)(C)OC(N(CC)CCOC1=NC=C(C=C1[N+](=O)[O-])Br)=O.BrC1=NC(=CC=C1SCC)Cl